N-[(1R,3S)-3-{[6-fluoro-2-(trifluoromethyl)quinolin-4-yl]amino}cyclohexyl]imidazo[1,2-a]pyrimidine-3-carboxamide FC=1C=C2C(=CC(=NC2=CC1)C(F)(F)F)N[C@@H]1C[C@@H](CCC1)NC(=O)C1=CN=C2N1C=CC=N2